C(C)OC=CC(C(F)(F)F)=O 4-ethoxy-1,1,1-trifluoro-3-butene-2-one